dimethylaminoethyl acrylate methyl chloride salt CCl.C(C=C)(=O)OCCN(C)C